(S)-5-(3-bromophenyl)-5,8,8-trimethyl-7,8,9,10-tetrahydrobenzo[b][1,8]naphthyridin BrC=1C=C(C=CC1)[C@]1(C2=C(NC=3N=CC=CC13)CC(CC2)(C)C)C